N1(CC1)P(N1CC1)(N1CC1)=O tri-(1-aziridinyl)phosphine oxide